5-propyl-[1,2,4]triazolo[4,3-a]pyrimidin-7(8H)-one C(CC)C1=CC(NC=2N1C=NN2)=O